8-chloro-6-fluoroquinolin-2(1H)-one ClC=1C=C(C=C2C=CC(NC12)=O)F